[6-(3-cyclopropyl-1H-pyrazol-5-yl)-2-azaspiro[3.3]heptan-2-yl]-[6-[[5-(trifluoromethyl)thiazol-2-yl]methyl]-2,6-diazaspiro[3.3]heptan-2-yl]methanone C1(CC1)C1=NNC(=C1)C1CC2(CN(C2)C(=O)N2CC3(C2)CN(C3)CC=3SC(=CN3)C(F)(F)F)C1